(7S,8S)-8-Hydroxy-7-((R)-5H-imidazo[5,1-a]isoindol-5-yl)-5,6,7,8-tetrahydronaphthalen-2-carboxamid O[C@H]1[C@@H](CCC=2C=CC(=CC12)C(=O)N)[C@H]1N2C(C3=CC=CC=C13)=CN=C2